[(S)-2-Pyrrolidinyl]-(6-methoxy-1,2,3,4-tetrahydro-2-isoquinolyl)methanone N1[C@@H](CCC1)C(=O)N1CC2=CC=C(C=C2CC1)OC